C(C)(=O)N1[C@H](CCCC1)C(=O)NC(=N)[C@H]1N2C(N([C@H](CC1)C2)O[Si](C)(C)C(C)(C)C)=O (2R)-1-acetyl-N-(((2S,5R)-6-((tert-butyldimethylsilyl)oxy)-7-oxo-1,6-diazabicyclo[3.2.1]oct-2-yl)(imino)methyl)piperidine-2-carboxamide